C1(=CC=CC=C1)C=1N=CC(=NC1C1=CC=CC=C1)N(C(C)C)CCCCOCC(=O)NS(=O)(=O)C {4-[N-(5,6-diphenylpyrazin-2-yl)-N-isopropylamino]butoxy}-N-(methylsulfonyl)acetamide